[N+](=O)([O-])C1=CC=C(O1)CN1CCN(CC1)S(=O)(=O)C1=CC=C(C=C1)C1(N=N1)C(F)(F)F 1-[(5-Nitrofuran-2-yl)methyl]-4-{4-[3-(trifluoromethyl)-3H-diazirin-3-yl]benzene-1-sulfonyl}piperazine